C(=O)(O)C1=C(C=C(C=C1)C(=O)O)C1=CC=CC=2OC3=CC=CC=C3CC12 (2,5-dicarboxyphenyl)xanthen